N-((1-(3,5-difluorobenzyl)piperidin-4-yl)methyl)-3-nitrobenzamide FC=1C=C(CN2CCC(CC2)CNC(C2=CC(=CC=C2)[N+](=O)[O-])=O)C=C(C1)F